6-ethynyl-2-(((3R,4R)-3-fluoro-1-(pyridin-2-ylsulfonyl)piperidin-4-yl)amino)-8-((1R,2R)-2-hydroxy-2-methylcyclopentyl)pyrido[2,3-d]pyrimidin-7(8H)-one C(#C)C1=CC2=C(N=C(N=C2)N[C@H]2[C@@H](CN(CC2)S(=O)(=O)C2=NC=CC=C2)F)N(C1=O)[C@H]1[C@](CCC1)(C)O